ClC=1C=CC2=C(N=C(O2)C(=O)NC2=CC(=CC=C2)[C@]2(NC(N(S(C2)(=O)=O)C)=N)C)C1 (R)-5-chloro-N-(3-(3-imino-2,5-dimethyl-1,1-dioxo-1,2,4-thiadiazin-5-yl)phenyl)benzo[d]oxazole-2-carboxamide